3-(3,5-dicarboxyphenyl)pyridine-2,6-dicarboxylic acid C(=O)(O)C=1C=C(C=C(C1)C(=O)O)C=1C(=NC(=CC1)C(=O)O)C(=O)O